4-(((1-Methyl-1H-pyrazolo[3,4-b]pyridin-4-yl)amino)methyl)-2-(trifluoromethyl)-benzenesulfonamide CN1N=CC=2C1=NC=CC2NCC2=CC(=C(C=C2)S(=O)(=O)N)C(F)(F)F